6-hydroxy-5,6,7,8-tetrahydropyrazolo[5,1-b][1,3]oxazepin-2-carboxylic acid ethyl ester C(C)OC(=O)C1=NN2C(OCC(CC2)O)=C1